NC1=C(C=C2C(=N1)C=C(N2)CN2C(=CC=CC2=O)C(=O)N(C)C2=CC=C(C=C2)F)Cl 1-((5-amino-6-chloro-1H-pyrrolo[3,2-b]pyridin-2-yl)methyl)-N-(4-fluorophenyl)-N-methyl-6-oxo-1,6-dihydropyridine-2-carboxamide